ClC=1C=C(CNC2=NC=NC3=CC(=C(C=C23)OC2CCNCC2)OC)C=CC1 N-(3-chlorobenzyl)-7-methoxy-6-(piperidin-4-yloxy)quinazolin-4-amine